4-{8-[(2-cyano-2-methylideneethyl)amino]-7-methoxynaphthalen-2-yl}pyridine-2-carboxamide C(#N)C(CNC=1C(=CC=C2C=CC(=CC12)C1=CC(=NC=C1)C(=O)N)OC)=C